Methyl (R,E)-5-((tert-butoxycarbonyl)amino)-7-methyloct-2-enoate C(C)(C)(C)OC(=O)N[C@@H](C/C=C/C(=O)OC)CC(C)C